O1C(=NC=C1)CN1C(=NC2=C1C=CC=C2)CN2CCN(CC2)C2=NC(=CC=C2)OCC2=CC=NC=C2 1-(Oxazol-2-ylmethyl)-2-((4-(6-(Pyridin-4-ylmethoxy)pyridin-2-yl)piperazin-1-yl)methyl)-1H-benzo[d]imidazol